(S)-5-((S)-2-amino-3,3-dimethylbutanoyl)-5-azaspiro[2.4]heptane-6-carboxylic acid N[C@H](C(=O)N1CC2(CC2)C[C@H]1C(=O)O)C(C)(C)C